COC=1C=C(OC2=C(C=C(C=C2)C2C=3C(NC(C2)=O)=NNC3)C)C=C(C1)C(F)(F)F 4-{4-[3-methoxy-5-(trifluoromethyl)phenoxy]-3-methylphenyl}-2h,4h,5h,6h,7h-pyrazolo[3,4-b]pyridin-6-one